N1-methyl-N1-(propan-2-yl)benzene-1,3-diamine CN(C1=CC(=CC=C1)N)C(C)C